(5R,8S)-N-(5-chloro-2-fluoro-4-(trifluoromethyl)phenyl)-2-oxo-2,5,6,7,8,9-hexahydro-1H-5,8-methanocyclohepta[b]pyridine-10-carboxamide ClC=1C(=CC(=C(C1)NC(=O)C1[C@H]2CC[C@H]1CC=1NC(C=CC12)=O)F)C(F)(F)F